[C-]1(C=CC=C1)C1=C(C=CC=C1)S(=O)(=O)O.[CH-]1C=CC=C1.[Fe+2] ferrocenyl-benzenesulfonic acid